S(O)(=O)(=O)Cl sulfurochloridic acid